C(C)[C@@H]1[C@H](N(C[C@@H]1F)C(=O)OC(C)(C)C)C(=O)OC 1-tert-butyl 2-methyl (2S,3R,4R)-3-ethyl-4-fluoropyrrolidine-1,2-dicarboxylate